4'-((4-((3,7-Dimethyloctyl)oxy)-2,6-difluorophenyl)ethynyl)-2',3,5,6'-tetrafluoro-[1,1'-biphenyl]-4-carbonitrile CC(CCOC1=CC(=C(C(=C1)F)C#CC1=CC(=C(C(=C1)F)C1=CC(=C(C(=C1)F)C#N)F)F)F)CCCC(C)C